2-((2R,5R)-5-methyl-2-(((R)-3-methylmorpholino)methyl)piperazin-1-yl)ethan-1-one C[C@H]1NC[C@@H](N(C1)CC=O)CN1[C@@H](COCC1)C